tert-butyl 4-(2-methylimidazo[1,2-a]pyrazin-6-yl)piperidine-1-carboxylate CC=1N=C2N(C=C(N=C2)C2CCN(CC2)C(=O)OC(C)(C)C)C1